C(CCCCCCCCCCC)N(CCN1CCN(CC1)CCC(CN(CCCCCC)CCCCCC)NCCCCCC)CCCCCCCCCCCC 1-(2-(4-(2-(Didodecylamino)ethyl)piperazin-1-yl)ethyl)-N1,N2,N2-trihexylethane-1,2-diamine